C1(CC1)C=1OC(=CN1)C(=O)NC1=CC(=C(C=C1)F)N1N=C2N=CC(=CC2=C1)C(C)C 2-cyclopropyl-N-{4-fluoro-3-[5-(propan-2-yl)-2H-pyrazolo[3,4-b]pyridin-2-yl]phenyl}-1,3-oxazole-5-carboxamide